5-(6-(((1S,3S)-3-((7-fluoro-[1,2,4]triazolo[1,5-a]pyridin-2-yl)amino)cyclopentyl)amino)pyridin-3-yl)-5-azaspiro[2.4]heptane-4-one FC1=CC=2N(C=C1)N=C(N2)N[C@@H]2C[C@H](CC2)NC2=CC=C(C=N2)N2C(C1(CC1)CC2)=O